(S)-N-[(1S)-1-(6-bromo-3-fluoropyridin-2-yl)ethyl]-2-methylpropane-2-sulfinamide BrC1=CC=C(C(=N1)[C@H](C)N[S@@](=O)C(C)(C)C)F